NC(C)(C)C1=CC(=NC(=C1)C1=CC=C(C=C1)F)OC1[C@@H]2CN(C[C@H]12)C(=O)C1=C(N=C(S1)C=1SC=CC1)C ((1R,5S,6s)-6-((4-(2-aminopropan-2-yl)-6-(4-fluorophenyl)pyridin-2-yl)oxy)-3-azabicyclo[3.1.0]hexan-3-yl)(4-methyl-2-(thiophen-2-yl)thiazol-5-yl)methanone